Cl.FC(C(C(F)(F)F)(O)C1=CC=C(C=C1)NC(=O)C1NCC2=CC(=CC=C12)S(=O)(=O)CC(C)C)(F)F N-[4-(1,1,1,3,3,3-Hexafluoro-2-hydroxypropan-2-yl)phenyl]-5-[(2-methylpropyl)sulfonyl]-2,3-dihydro-1H-isoindole-1-carboxamide HCl salt